CN1N=C(C=C1OCCOCC1=C(C=NN1C)C=1C=C2C(=NN(C2=CC1)C1OCCCC1)C#C)C 5-[5-[2-(2,5-dimethylpyrazol-3-yl)oxyethoxymethyl]-1-methyl-pyrazol-4-yl]-3-ethynyl-1-tetrahydropyran-2-yl-indazole